(S)-N-((4'-(1-((5-cyclopropyl-1H-pyrazol-3-yl)amino)-1-oxopropan-2-yl)-[1,1'-biphenyl]-4-yl)methyl)acrylamide C1(CC1)C1=CC(=NN1)NC([C@@H](C)C1=CC=C(C=C1)C1=CC=C(C=C1)CNC(C=C)=O)=O